O=C1NC(CCC1N1C(C2=CC=CC(=C2C1=O)C#CCCCCCCCCCO)=O)=O 2-(2,6-dioxopiperidin-3-yl)-4-(11-hydroxyundec-1-yn-1-yl)isoindole-1,3-dione